C(C=C)OC1=C(C=O)C=C(C=C1)Cl 2-(Allyloxy)-5-chlorobenzaldehyde